C=1N=CN2C1C=CC(=C2)C2=C(C=1CCCC1C=C2C)N 5-(imidazo[1,5-a]pyridin-6-yl)-6-methyl-2,3-dihydro-1H-inden-4-amine